(4,5-dimethylisoxazol-3-yl)-[(7S)-2,7-dimethyl-3-(3,4,5-trifluorophenyl)-5,7-dihydro-4H-pyrazolo[3,4-c]pyridin-6-yl]methanone CC=1C(=NOC1C)C(=O)N1[C@H](C=2C(CC1)=C(N(N2)C)C2=CC(=C(C(=C2)F)F)F)C